(S)-oct-7-en-2-ol C[C@@H](CCCCC=C)O